methyl 2-(2-(3-((5-(3-fluorophenyl)pyrimidin-2-yl)amino)benzamido)ethyl)benzoate FC=1C=C(C=CC1)C=1C=NC(=NC1)NC=1C=C(C(=O)NCCC2=C(C(=O)OC)C=CC=C2)C=CC1